OC(CNC(C(=C)C)=O)C N-(2-hydroxy-2-methylethyl)methacrylamide